N[C@H]1[C@@H]2N(C[C@H]1CC2)C(=O)C2=CC1=C(N(C(=N1)C1=CC=3C(=NC(=CC3)C3=CC=C(C=C3)CO)N1CC1CC1)C)C(=C2)OC [4-(2-(5-[(1R,4R,7R)-7-amino-2-azabicyclo[2.2.1]heptane-2-carbonyl]-7-methoxy-1-methyl-1H-1,3-benzodiazol-2-yl)-1-(cyclopropylmethyl)-1H-pyrrolo[2,3-b]pyridin-6-yl)phenyl]methanol